(Z)-1-(3-methoxystyryl)-2-naphthaldehyde COC=1C=C(\C=C/C2=C(C=CC3=CC=CC=C23)C=O)C=CC1